1,2-Bis-(dodecyl-phosphino)-ethan C(CCCCCCCCCCC)PCCPCCCCCCCCCCCC